P(O)(=O)(OP(=O)(O)OP(=O)(O)O)OC[C@@H]1[C@H](C[C@@H](O1)N1C(=O)NC(=O)C(=C1)C#C)O 5-ethynyl-2'-deoxyuridine 5'-triphosphate